6-[5-[2-[(1,4-dimethyl-6,7-dihydro-5H-cyclopenta[d]pyridazin-6-yl)methylamino]ethyl]-2-oxo-1,3-oxazolidin-3-yl]-4H-pyrazino[2,3-b][1,4]oxazin-3-one CC1=NN=C(C2=C1CC(C2)CNCCC2CN(C(O2)=O)C2=NC1=C(OCC(N1)=O)N=C2)C